2-(5-ethyl-6-(4-(3-hydroxypicolinoyl)piperazin-1-yl)-7-oxo-2-(1,4,5,6-tetrahydropyridin-2-yl)-[1,2,4]triazolo[1,5-a]pyrimidin-4(7H)-yl)-N-(2-methyl-4-(trifluoromethyl)phenyl)acetamide C(C)C=1N(C=2N(C(C1N1CCN(CC1)C(C1=NC=CC=C1O)=O)=O)N=C(N2)C=2NCCCC2)CC(=O)NC2=C(C=C(C=C2)C(F)(F)F)C